C1N(CCC2=CC=CC=C12)C[C@H](CNC(=O)N1CC(CCC1)C=1C(N(C=CC1)C)=O)O N-((S)-3-(3,4-dihydroisoquinolin-2(1H)-yl)-2-hydroxypropyl)-3-(1-methyl-2-oxo-1,2-dihydropyridin-3-yl)piperidine-1-carboxamide